tert-butyl (3-(5-bromoindoline-1-carbonyl)phenethyl)carbamate BrC=1C=C2CCN(C2=CC1)C(=O)C=1C=C(CCNC(OC(C)(C)C)=O)C=CC1